3-(2-chloroethyl)-5-fluoro-1H-pyrrolo[2,3-b]pyridine ClCCC1=CNC2=NC=C(C=C21)F